2,5-dichloro-7-cyclopropyl-7H-pyrrolo[2,3-d]pyrimidine ClC=1N=CC2=C(N1)N(C=C2Cl)C2CC2